ClC1=C(C=C(C=2OC3=CC=CC=C3C(C12)(C)C)P(C1=CC=CC=C1)C1=CC=CC=C1)P(C1=CC=CC=C1)C1=CC=CC=C1 chloro[9,9-dimethyl-4,2-bis(diphenylphosphino)xanthene]